NC1=CC(=C2C(N(CCCCC[C@@](C3=NN=C(C1=N2)O3)(C(F)(F)F)O)CC3=C(C=C(C=C3)F)OC)=O)C(F)(F)F (6R)-17-amino-12-[(4-fluoro-2-methoxy-phenyl)methyl]-6-hydroxy-6,15-bis(trifluoromethyl)-19-oxa-3,4,12,18-tetrazatricyclo[12.3.1.12,5]nonadeca-1(18),2,4,14,16-pentaen-13-one